(Z)-3-(3-(3,5-bis(trifluoromethyl)phenyl)-1H-1,2,4-triazol-1-yl)-1-(3,3-difluoropiperidin-1-yl)prop-2-en-1-one FC(C=1C=C(C=C(C1)C(F)(F)F)C1=NN(C=N1)\C=C/C(=O)N1CC(CCC1)(F)F)(F)F